(4-Bromo-1-methyl-1H-pyrazol-3-yl)-{4-[2-(4-chloro-phenyl)-ethyl]-piperazin-1-yl}-methanone BrC=1C(=NN(C1)C)C(=O)N1CCN(CC1)CCC1=CC=C(C=C1)Cl